tert-Butyl 5-(4-ethoxyphenyl)-hexahydropyrrolo[3,4-c]pyrrole-2(1H)-carboxylate C(C)OC1=CC=C(C=C1)N1CC2C(C1)CN(C2)C(=O)OC(C)(C)C